1-((R)-3,3-difluoro-4-hydroxy-1-azaspiro[4.4]nonan-1-yl)-2-((R)-3,3-difluorocyclopentyl)glyoxal methyl-4-ethyl-4-[2-(2-methoxyanilino)thiazol-4-yl]hexanoate COC(CCC(CC)(C=1N=C(SC1)NC1=C(C=CC=C1)OC)CC)=O.FC1(CN(C2([C@H]1O)CCCC2)C(=O)C(=O)[C@H]2CC(CC2)(F)F)F